FCCCN1[C@H]2CN([C@H](C1)C2)C2=NC(=NC=C2C#N)C=2C=NN(C2)C 4-[(1S,4R)-5-(3-fluoropropyl)-2,5-diazabicyclo[2.2.1]hept-2-yl]-2-(1-methyl-1H-pyrazol-4-yl)pyrimidine-5-carbonitrile